C1(CCC2=CC=CC=C12)=O 2,3-Dihydro-1H-inden-1-on